FC1=C(C=CC=C1C[C@@H]1N(CCC[C@@H]1NS(=O)(=O)C)C(=O)OCC)C1=CC=CC=C1 ethyl cis-2-((2-fluorobiphenyl-3-yl)methyl)-3-((methylsulfonyl)amino)piperidine-1-carboxylate